(R)-N-(5-(5-chloro-4-(5-chloro-4-fluoro-2-(2-hydroxypropan-2-yl)phenylamino)pyrimidin-2-ylamino)-2-(3-(dimethylamino)pyrrolidin-1-yl)-4-methoxyphenyl)acrylamide ClC=1C(=NC(=NC1)NC=1C(=CC(=C(C1)NC(C=C)=O)N1C[C@@H](CC1)N(C)C)OC)NC1=C(C=C(C(=C1)Cl)F)C(C)(C)O